vanadium-barium lithium borate B([O-])([O-])[O-].[Li+].[Ba+2].[V+5]